CC1=C(NCC(=CC2=CC=CC=C2)C)C=CC=C1 2-methyl-N-(2-methyl-3-phenylallyl)aniline